2-chloro-4,4'-difluoro-[1,1'-biphenyl] ClC1=C(C=CC(=C1)F)C1=CC=C(C=C1)F